6-(4-chlorophenyl)-2-(1-methyl-1H-pyrazol-3-yl)-3-oxo-2,3-dihydropyridazine-4-carboxylic acid methyl ester COC(=O)C=1C(N(N=C(C1)C1=CC=C(C=C1)Cl)C1=NN(C=C1)C)=O